7-Fluoro-1-{2-[6-(2-oxo-2,3-dihydro-1H-benzo[d]imidazol-5-yl)-pyrimidin-4-ylamino]-ethyl}-4-methoxy-1H-indole-2-carbonitrile FC=1C=CC(=C2C=C(N(C12)CCNC1=NC=NC(=C1)C1=CC2=C(NC(N2)=O)C=C1)C#N)OC